3-(chloromethyl)-1-(3-fluorophenyl)-1H-1,2,4-triazole ClCC1=NN(C=N1)C1=CC(=CC=C1)F